N-(3,4-difluorophenyl)-7'-methyl-1-(5-methyl-1,3,4-oxadiazole-2-carbonyl)-2'H,4'H,7'H-spiro[pyrrolidine-3,3'-pyrrolo[3,4-b][1,4,5]oxathiazepine]-6'-carboxamide-1',1'-dioxide FC=1C=C(C=CC1F)NC(=O)C=1N(C=C2C1OCC1(NS2(=O)=O)CN(CC1)C(=O)C=1OC(=NN1)C)C